NC1=CC=C(C=C1)NC(=O)C1=NC=C(N=C1)C N-(4-aminophenyl)-5-methylpyrazine-2-carboxamide